C(CCCCCCCCC)N(CCC(=O)O[C@@H]1CC[C@H](CC1)OC(CCN(CCCCCCCCCC)CCCCCCCCCC)=O)CCCCCCCCCC (trans)-cyclohexane-1,4-diyl bis(3-(didecylamino)propanoate)